bis(1,3-dicyclohexylimidazolin-2-ylidene)benzylideneruthenium dichloride C1(CCCCC1)N1C(N(CC1)C1CCCCC1)=[Ru](=CC1=CC=CC=C1)(=C1N(CCN1C1CCCCC1)C1CCCCC1)(Cl)Cl